aniline sulfate salt S(=O)(=O)(O)O.NC1=CC=CC=C1